1,1-dibromo-3-iodopropan-2-one BrC(C(CI)=O)Br